COC(=O)C=1C=C2C(=C(NC2=CC1)C1=CC(=NC(=C1)C)C)CC(F)F 3-(2,2-difluoroethyl)-2-(2,6-dimethylpyridin-4-yl)-1H-indole-5-carboxylic acid methyl ester